4-piperidyl 1-[[5-[[4-[[2-(6-methyl-2-pyridyl)pyrimidin-4-yl]amino]pyrimidin-2-yl]amino]-3-pyridyl]methyl]azetidine-3-carboxylate CC1=CC=CC(=N1)C1=NC=CC(=N1)NC1=NC(=NC=C1)NC=1C=C(C=NC1)CN1CC(C1)C(=O)OC1CCNCC1